piperidin-3-ylmethanesulfonamide N1CC(CCC1)CS(=O)(=O)N